6-(4-chlorobenzyl)-3-(1-ethyl-1h-pyrazol-5-yl)-8-(morpholin-4-yl)pyrido[2,3-e][1,2,4]triazolo[4,3-c]pyrimidin-5(6H)-one ClC1=CC=C(CN2C(N3C(C4=C2C=C(C=N4)N4CCOCC4)=NN=C3C3=CC=NN3CC)=O)C=C1